OC1=C(C=C(C=O)C=C1)C 4-Hydroxy-3-methylbenzaldehyd